OC(=O)CCCCCCCCC.OCC(O)CO glycerin monocaprate